C[Si](O[Si](O[Si](C)(C)C)(O[Si](C)(C)C)[SiH](O[Si](C)(C)C)C)(C)C [tris(trimethylsiloxy)silyl]tetramethyl-disiloxane